(R)-3-(Furan-2-ylmethyl)-9-(methylsulfonyl)-4-oxo-2,3,4,9-tetrahydro-1H-carbazole-3-carbonitrile O1C(=CC=C1)C[C@]1(CCC=2N(C3=CC=CC=C3C2C1=O)S(=O)(=O)C)C#N